5-cyano-4-(4-cyano-3-fluorophenyl)-6-(4-(methylamino)piperidin-1-yl)pyridine C(#N)C=1C(=CC=NC1N1CCC(CC1)NC)C1=CC(=C(C=C1)C#N)F